methyl fluoropropyl ether FCCCOC